2-methyl-3-methyl-1H-pyrazole-5-carboxylic acid methyl ester COC(=O)C1=CC(N(N1)C)C